methyl 2-(tert-butyl)-7-hydroxyimidazo[1,2-a]pyridine-6-carboxylate C(C)(C)(C)C=1N=C2N(C=C(C(=C2)O)C(=O)OC)C1